CN1C(NC(C(=C1)[N+](=O)[O-])=O)=O 1-methyl-5-nitropyrimidine-2,4(1H,3H)-dione